COC=1C=C(CN(C=2N=NC=C(N2)N[C@H](C)C2=NN3C(C=C(C=C3N3C(N(C(C3)=O)C)=O)C3CC3)=C2)CC2=CC(=CC(=C2)OC)OC)C=C(C1)OC |o1:14| (R*)-1-(2-(1-((3-(bis(3,5-dimethoxybenzyl)amino)-1,2,4-triazin-5-yl)amino)ethyl)-5-cyclopropylpyrazolo[1,5-a]pyridin-7-yl)-3-methylimidazolidine-2,4-dione